BrC1=CC=C2C(=CN=C(C2=C1)O)F 7-Bromo-4-fluoroisoquinolin-1-ol